C([C@@H]1[C@H]([C@@H]([C@H]([C@H](O1)O[C@@H]2[C@H](OC([C@@H]([C@H]2O)O[C@H]3[C@@H]([C@H]([C@@H]([C@H](O3)CO)O)O)O)O)CO)O)O)O)O The molecule is a glucotriose that is D-glucopyranose in which the hydroxy groups at positions 2 and 4 have been converted into the corresponding beta-D-glucopyranosyl and alpha-D-glucopyranosyl derivatives, respectively. It derives from a maltose and a sophorose.